(5-bromopyrimidin-2-yl)ethan-1-ol methyl-5-[3-[tert-butyl(diphenyl)silyl]oxypropyl]-2-[3-(3,6-dichloro-5-methyl-pyridazin-4-yl)propylamino]thiazole-4-carboxylate CS1C(=NC(=C1CCCO[Si](C1=CC=CC=C1)(C1=CC=CC=C1)C(C)(C)C)C(=O)OC(C)C1=NC=C(C=N1)Br)NCCCC1=C(N=NC(=C1C)Cl)Cl